C(CCC)O (+)-butanol